6-(1'-Isobutyl-[1,4'-bipiperidin]-4-yl)-4-methyl-2-(1H-pyrrolo[2,3-b]pyridin-5-yl)-1H-benzo[d]imidazol C(C(C)C)N1CCC(CC1)N1CCC(CC1)C=1C=C(C2=C(NC(=N2)C=2C=C3C(=NC2)NC=C3)C1)C